4-(4-N-Maleimidophenyl)butyric acid hydrazide hydrochloride C1=CC(=CC=C1CCCC(=O)NN)N2C(=O)C=CC2=O.Cl